epichlorohydrin (3-chloro-2-hydroxypropyl acrylate) ClCC(CC(C(=O)O)=C)O.C(Cl)C1CO1